CN1CCN(CC1)C1=CC=C(C=C1)C=1C=C2C(=NC1)NN=C2C2=CC(=C(C(=C2)OC)OC)OC 5-(4-(4-Methylpiperazin-1-yl)phenyl)-3-(3,4,5-trimethoxyphenyl)-1H-pyrazolo[3,4-b]pyridine